2-(2-(6-((cis)-2,6-dimethylmorpholino)pyridin-2-yl)-1,6-naphthyridin-7-yl)-N-((S)-1-(methylsulfonyl)pyrrolidin-3-yl)acetamide C[C@@H]1O[C@@H](CN(C1)C1=CC=CC(=N1)C1=NC2=CC(=NC=C2C=C1)CC(=O)N[C@@H]1CN(CC1)S(=O)(=O)C)C